octyl ether phosphate potassium salt [K+].P(=O)([O-])([O-])[O-].C(CCCCCCC)OCCCCCCCC.[K+].[K+]